C(C)(C)(C)OC(=O)N1CC[C@H]([C@@H](CC1)C1=CC=C(C=C1)OC)CO |r| (±)-trans-4-(hydroxymethyl)-5-(4-methoxyphenyl)azepane-1-carboxylic acid tert-butyl ester